(S)-3-(1'-(2,3-dihydro-1H-inden-2-yl)-6-oxo-6,8-dihydro-2H,7H-spiro[furo[2,3-e]isoindole-3,4'-piperidin]-7-yl)piperidine-2,6-dione C1C(CC2=CC=CC=C12)N1CCC2(CC1)COC1=C3CN(C(C3=CC=C12)=O)[C@@H]1C(NC(CC1)=O)=O